C1(=CC=C(C=C1)NC=1C(=C(C(=CC1C1=CC=CC=C1)C1=CC=CC=C1)C1=CC(=CC=C1)C1=CC=CC=C1)C1=CC=CC=C1)C1=CC=CC=C1 N-([1,1'-biphenyl]-4-yl)-3',5'-diphenyl-[1,1':2',1'':3'',1'''-quaterphenyl]-4'-amine